6-(4-chlorophenyl)-N-[(2R)-3-hydroxy-3-methylbut-2-yl]-3-oxo-2-(1H-pyrazol-4-yl)-2,3-dihydropyridazine-4-carboxamide ClC1=CC=C(C=C1)C=1C=C(C(N(N1)C=1C=NNC1)=O)C(=O)N[C@H](C)C(C)(C)O